(6R)-6-[[5-(trifluoro-methyl)pyrazin-2-yl]methyl]-2-azaspiro[3.4]octane FC(C=1N=CC(=NC1)C[C@H]1CC2(CNC2)CC1)(F)F